CC1CN(CCC1)CC1=C2C(=NC(=C1)C(=O)N)CCC2 4-((3-methylpiperidin-1-yl)methyl)-6,7-dihydro-5H-cyclopenta[b]pyridine-2-carboxamide